ClC1=C(NC2=C(C(=C(C=C12)F)F)C(=O)N)C 3-chloro-5,6-difluoro-2-methyl-1H-indole-7-carboxamide